(5R)-N-[(3S)-6,8-difluoro-4-oxo-3,5-dihydro-2H-1,5-benzoxazepin-3-yl]-5-(trifluoromethyl)-5,6,7,8-tetrahydro-[1,2,4]triazolo[1,5-a]pyridine-2-carboxamide FC1=CC(=CC2=C1NC([C@H](CO2)NC(=O)C2=NN1C(CCC[C@@H]1C(F)(F)F)=N2)=O)F